2-(4-chlorobenzoyl)-3-fluoro-5-(1-hydroxy-1-methyl-ethyl)benzoic acid ClC1=CC=C(C(=O)C2=C(C(=O)O)C=C(C=C2F)C(C)(C)O)C=C1